C1(CCCCC1)/C=C/C(=O)N[C@@H](C(=O)N)CC(=O)N(CCC1=CC=C(C=C1)O)O (R,E)-2-(3-cyclohexylacrylamido)-N4-hydroxy-N'-(4-hydroxyphenethyl)succinamide